COC1N(C(=NN1C1=CC=CC=C1)C1=CC=CC=C1)C1=CC=CC=C1 5-methoxy-1,3,4-triphenyl-4,5-dihydro-1H-1,2,4-triazole